N2-(3-fluoropyridin-4-yl)-5-methyl-N4-(2-oxo-2,3-dihydro-1,3-benzoxazol-5-yl)-2,4-pyrimidinediamine trifluoroacetic acid salt FC(C(=O)O)(F)F.FC=1C=NC=CC1NC1=NC=C(C(=N1)NC=1C=CC2=C(NC(O2)=O)C1)C